C(C)(C)C1=C(C(=CC=C1)C(C)C)N1C=NC=C1 1-(2,6-diisopropylphenyl)imidazole